2-bromo-1-fluoro-4-(prop-2-yn-1-yloxy)benzene tert-butyl-9-[3-(2,6-dioxo-3-piperidyl)phenyl]-3,9-diazaspiro[5.5]undecane-3-carboxylate C(C)(C)(C)OC(=O)N1CCC2(CC1)CCN(CC2)C2=CC(=CC=C2)C2C(NC(CC2)=O)=O.BrC2=C(C=CC(=C2)OCC#C)F